(R,Z)-N-(1-(3-chlorophenyl)-2-phenylethyl)-4-(trifluoromethyl)benzimidoyl cyanide ClC=1C=C(C=CC1)[C@@H](CC1=CC=CC=C1)\N=C(\C1=CC=C(C=C1)C(F)(F)F)/C#N